methyl (R)-2-((1-(7-fluoro-2-methyl-1-oxo-3-(4,4,5,5-tetramethyl-1,3,2-dioxaborolan-2-yl)-1,2-dihydroisoquinolin-5-yl)ethyl)amino)benzoate FC1=CC(=C2C=C(N(C(C2=C1)=O)C)B1OC(C(O1)(C)C)(C)C)[C@@H](C)NC1=C(C(=O)OC)C=CC=C1